CN1C(N(C(C(=C1C)C=1C=2N(C(=CC1)CCC(=O)O)C=CN2)=O)C)=O 3-(8-(1,3,6-trimethyl-2,4-dioxo-1,2,3,4-tetrahydropyrimidin-5-yl)imidazo[1,2-a]pyridin-5-yl)propionic acid